C1(CC1)OC1=C(C(C(=CC=C1)F)=O)O 3-cyclopropoxy-7-fluoro-2-hydroxycyclohepta-2,4,6-trien-1-one